2-(furan-2-yl)-5-(3-((4-(3-methoxyphenyl)piperazin-1-yl)methyl)piperidin-1-yl)-[1,2,4]Triazolo[1,5-a][1,3,5]triazine-7-amine O1C(=CC=C1)C1=NN2C(N=C(N=C2N)N2CC(CCC2)CN2CCN(CC2)C2=CC(=CC=C2)OC)=N1